(1R,3s,5S)-8-((1H-indol-5-yl)methyl)-8-azabicyclo[3.2.1]octan-3-amine N1C=CC2=CC(=CC=C12)CN1[C@H]2CC(C[C@@H]1CC2)N